FC(C=1C=C(C=CC1)C1=C(NC=2C1=NC=CC2)C2=C(C=NC=C2)O[C@H]2CN(CC2)C(=O)OC(C)(C)C)(F)F |r| tert-butyl (3RS)-3-[(4-{3-[3-(trifluoromethyl)phenyl]-1H-pyrrolo[3,2-b]pyridin-2-yl}pyridin-3-yl)oxy]pyrrolidine-1-carboxylate